tert-Butyl-(5RS)-2-[(1RS)-1-(4-chlorophenyl)ethyl]-3-oxo-2,3,5,6,7,8-hexahydro[1,2,4]triazolo[4,3-a]pyridine-5-carboxylate C(C)(C)(C)OC(=O)[C@H]1CCCC=2N1C(N(N2)[C@H](C)C2=CC=C(C=C2)Cl)=O |r|